OC(COC1=CC=C(C=C1)C(=C(CC)C1=CC=CC=C1)C1=CC=CC=C1)N(C)C hydroxy-2-[4-(1,2-diphenylbut-1-enyl)phenoxy]-N,N-dimethyl-ethanamine